CN(CCCNC=1C=2N(C3=C(N1)C=CN=C3)C=NC2C(=O)O)C 4-((3-(dimethylamino)propyl)amino)imidazo[1,5-a]pyrido[4,3-e]pyrazine-3-carboxylic acid